ClC=1C(=CC=C2N=C(C(NC12)=O)CC)C=C 8-chloro-3-ethyl-7-vinyl-1H-quinoxalin-2-one